2-(8-((2s,5r)-2,5-diethyl-4-(1-(2-methylthiazolo[5,4-b]pyridin-5-yl)ethyl)piperazin-1-yl)-5-methyl-6-oxo-5,6-dihydroimidazo[1,2-b]pyridazin-2-yl)acetonitrile C(C)[C@@H]1N(C[C@H](N(C1)C(C)C1=CC=C2C(=N1)SC(=N2)C)CC)C=2C=1N(N(C(C2)=O)C)C=C(N1)CC#N